N7-methylguanosine-5'-triphosphate P(O)(=O)(OP(=O)(O)OP(=O)(O)O)OC[C@@H]1[C@H]([C@H]([C@@H](O1)N1C=[N+](C=2C(=O)NC(N)=NC12)C)O)O